C(C1=CC=CC=C1)OC1=CC=2N(C=C1C(=O)NC1=NC(=CC=C1)C(F)F)C=C(N2)C2CC2 7-(benzyloxy)-2-cyclopropyl-N-(6-(difluoromethyl)pyridin-2-yl)imidazo[1,2-a]pyridine-6-carboxamide